2-bromo-5-[(2,6-dichlorophenyl)methoxy]pyridine BrC1=NC=C(C=C1)OCC1=C(C=CC=C1Cl)Cl